ClC=1C=CC(=C(C1)S(=O)(=O)N)OCCCl 5-chloro-2-(2-chloroethoxy)benzenesulfonamide